methyl {4-[2-(4-fluorophenyl)-4-oxo-1,3-thiazolidin-3-yl]-3-methylphenoxy}acetate FC1=CC=C(C=C1)C1SCC(N1C1=C(C=C(OCC(=O)OC)C=C1)C)=O